IC1=C(N(C(=C1I)C1=CC=C(C=C1)F)S(=O)(=O)C1=CC=C(C)C=C1)C1=CC=C(C=C1)F 3,4-diiodo-2,5-bis(4-fluorophenyl)-1-p-toluenesulfonyl-1h-pyrrole